6-amino-9-cyclopentyl-7,9-dihydro-8H-purin-8-one NC1=C2NC(N(C2=NC=N1)C1CCCC1)=O